O=C1NC(CCC1N1CC2=CC=C(C=C2C1=O)NC(=O)C1=CC=C(OCC2CN(C2)C(=O)OC(C)(C)C)C=C1)=O tert-Butyl 3-((4-((2-(2,6-dioxopiperidin-3-yl)-3-oxoisoindolin-5-yl)carbamoyl)phenoxy)methyl)azetidine-1-carboxylate